ClC1=C2C3=C(N=C(N=C3C=C1C1=C3C=NNC3=CC=C1C)N1CCOCC1)N1[C@H](CO2)CN(CC1)C(C=C)=O 1-[(8aS)-6-chloro-5-(5-methyl-1H-indazol-4-yl)-2-(morpholin-4-yl)-8a,9,11,12-tetrahydropyrazino[2',1':3,4][1,4]oxazepino-[5,6,7-de]quinazolin-10(8H)-yl]prop-2-en-1-one